R-2-aminobutane N[C@H](C)CC